1-(6-(3-(1-Cyanopyrrolidin-2-yl)-1,2,4-oxadiazol-5-yl)pyridin-2-yl)-1H-pyrazole-4-carbonitrile C(#N)N1C(CCC1)C1=NOC(=N1)C1=CC=CC(=N1)N1N=CC(=C1)C#N